(3,5-dimethoxyphenyl)acetic acid COC=1C=C(C=C(C1)OC)CC(=O)O